FC1(CCN(CC1)C1=CC=C(C=N1)S(=O)(=O)N1CCC(CC1)N(C)CC1=CC(=C(C#N)C=C1)F)F 4-(((1-((6-(4,4-Difluoropiperidin-1-yl)pyridin-3-yl)sulfonyl)piperidin-4-yl)(methyl)amino)methyl)-2-fluorobenzonitrile